NC1=NC2=CC(=CC(=C2C=C1)F)CN(C(=O)C=1C=NC=CC1)C=1C=NN2C1S(CCC2)(=O)=O N-[(2-amino-5-fluoroquinolin-7-yl)methyl]-N-{4,4-dioxo-5H,6H,7H-4λ6-pyrazolo[3,2-b][1,3]thiazin-3-yl}pyridine-3-carboxamide